[K].NCCCCCNC(CN(CC(=O)NCCCCCC(=O)NCCO[C@H]1[C@@H](O)[C@H](O)[C@H](O)[C@@H](O1)C)CC(=O)N(CCO[C@@H]1[C@@H](O)[C@@H](O)[C@H](O)[C@H](O1)CO)CCO[C@@H]1[C@@H](O)[C@@H](O)[C@H](O)[C@H](O1)CO)=O 6-[2-({2-[(5-aminopentyl)amino]-2-oxoethyl}[2-(bis{2-[(α-D-mannopyranosyl)oxy]ethyl}amino)-2-oxoethyl]amino)acetamido]-N-{2-[(α-L-fucopyranosyl)oxy]ethyl}hexanamide potassium